N-{2-[(3R,4R)-3-fluoro-4-methoxypiperidin-1-yl]pyrimidin-4-yl}-8-[(2R,3S)-3-(methanesulfonylmeth-yl)-2-methylazetidin-1-yl]-5-(propan-2-yl)isoquinolin-3-amine F[C@@H]1CN(CC[C@H]1OC)C1=NC=CC(=N1)NC=1N=CC2=C(C=CC(=C2C1)C(C)C)N1[C@@H]([C@H](C1)CS(=O)(=O)C)C